(1aR,5aR)-2-(5-Fluoro-pyridin-2-yl)-1a,2,5,5a-tetrahydro-1H-2,3-diaza-cyclopropa[a]pentalene-4-carboxylic acid ((S)-2,2-dimethyl-1-methylcarbamoyl-propyl)-amide CC([C@@H](C(NC)=O)NC(=O)C=1C=2C[C@@H]3[C@H](C2N(N1)C1=NC=C(C=C1)F)C3)(C)C